1-(chloromethyl)-2-((2-cyclopropylbenzyl)oxy)naphthalene ClCC1=C(C=CC2=CC=CC=C12)OCC1=C(C=CC=C1)C1CC1